ClC=1C=C(C=CC1Cl)C(CN(C)C)NS(=O)(=O)C1=CC=C(C=C1)C=1CCOCC1 N-(1-(3,4-dichlorophenyl)-2-(dimethylamino)ethyl)-4-(3,6-dihydro-2H-pyran-4-yl)benzenesulfonamide